CC1CCN(CC1)CC=1NC2=CC=CC=C2C(C1)=O 2-((4-methylpiperidin-1-yl)methyl)quinolin-4(1H)-one